C(C)NC(C)=CC(C)=NCC N-ethyl-4-(ethylimino)-2-penten-2-amine